(2S)-[4-(3-aminophenyl)thiazol-2-ylthio]-N-{[4-(3,4-dichlorobenzyl)morpholin-2-yl]methyl}acetamide NC=1C=C(C=CC1)C=1N=C(SC1)SCC(=O)NC[C@H]1CN(CCO1)CC1=CC(=C(C=C1)Cl)Cl